CC1=NC=CC(=C1B(O)O)C (2,4-dimethylpyridin-3-yl)boronic acid